7-(3-chlorophenyl)-5-(2-((2,2-difluorobenzo[d][1,3]dioxol-5-yl)(methyl)amino)-2-oxoethyl)-4-oxo-4,5-dihydrofuro[2,3-d]pyridazine-2-carboxylic acid ClC=1C=C(C=CC1)C1=NN(C(C2=C1OC(=C2)C(=O)O)=O)CC(=O)N(C)C2=CC1=C(OC(O1)(F)F)C=C2